2-(((6-(3-(hydroxymethyl)azetidin-1-yl)hexanoyl)oxy)methyl)propane-1,3-diyl dioleate C(CCCCCCC\C=C/CCCCCCCC)(=O)OCC(COC(CCCCCCC\C=C/CCCCCCCC)=O)COC(CCCCCN1CC(C1)CO)=O